C(C)(C)S(=O)(=O)C=1C=C(C=NC1)C(CC#N)N1N=CC(=C1)C=1C2=C(N=CN1)NC=C2 3-[5-(isopropylsulfonyl)pyridin-3-yl]-3-[4-(7H-pyrrolo[2,3-d]-pyrimidin-4-yl)-1H-pyrazol-1-yl]-propanenitrile